(R)-(2-(7-(difluoromethyl)-2-methoxyquinoxalin-5-yl)-4-methyl-7,8-dihydro-[1,4]dioxino[2',3':3,4]benzo[1,2-d]thiazol-7-yl)methyl acetate C(C)(=O)OC[C@@H]1OC2=C(C3=C(N=C(S3)C3=C4N=CC(=NC4=CC(=C3)C(F)F)OC)C(=C2)C)OC1